N-((cis)-3-(5-Chloro-2-cyanophenyl)cyclobutyl)-1-((5-methyl-4,5,6,7-tetrahydrothiazolo[5,4-c]pyridin-2-yl)methyl)-1H-1,2,3-triazole-4-carboxamide ClC=1C=CC(=C(C1)[C@H]1C[C@H](C1)NC(=O)C=1N=NN(C1)CC=1SC=2CN(CCC2N1)C)C#N